allyl (2S,3S,4S,5R)-3,4,5,6-tetrahydroxytetrahydropyran-2-carboxylate O[C@@H]1[C@H](OC([C@@H]([C@H]1O)O)O)C(=O)OCC=C